6-bromo-1-((1-(4-methoxyphenyl)azetidin-3-yl)methyl)-3,3-dimethylindolin-2-one BrC1=CC=C2C(C(N(C2=C1)CC1CN(C1)C1=CC=C(C=C1)OC)=O)(C)C